(2S,6R)-2-amino-2-(2-chlorophenyl)-6-hydroxycyclohexan-1-one N[C@]1(C([C@@H](CCC1)O)=O)C1=C(C=CC=C1)Cl